ClC1=C2C=NNC2=CC=C1NC1=NN(C=C1C)C=1C=C2CCNC(C2=CC1)=O 6-(3-((4-chloro-1H-indazol-5-yl)amino)-4-methyl-1H-pyrazol-1-yl)-3,4-dihydroisoquinolin-1(2H)-one